11-{4-[(2-hexyl-1-oxodecyl) oxy] butyl}-2-methyl-9-oxo-2,8-diaza-5,10-dioxapentadecan-15-yl 2-hexyldecanoate C(CCCCC)C(C(=O)OCCCCC(OC(NCCOCCN(C)C)=O)CCCCOC(C(CCCCCCCC)CCCCCC)=O)CCCCCCCC